FC(CO)(CC=C)F 2,2-Difluoropent-4-en-1-ol